BrC1=CN(C2=C1C(=NC=C2)F)C2=CC(=CC(=C2)F)F 3-bromo-1-(3,5-difluorophenyl)-4-fluoro-1H-pyrrolo[3,2-c]pyridine